N-(2,6-dimethylpyrimidin-4-yl)-5-[5-(1,1-dioxothian-4-yl)oxy-2-methyl-4-pyridyl]pyrazolo[1,5-a]pyridin-2-amine CC1=NC(=CC(=N1)NC1=NN2C(C=C(C=C2)C2=CC(=NC=C2OC2CCS(CC2)(=O)=O)C)=C1)C